BrC1=C(N=C2N1N=C(C=C2)C)C 3-bromo-2,6-dimethylimidazo[1,2-b]pyridazine